N-nitrosodibutylamine N(=O)N(CCCC)CCCC